FC(C)(C)C1=CC=CC(=N1)C(=O)NC1=CC2=CN(N=C2C=C1OC)[C@H]1CO[C@H](CC1)C=O 6-(1-Fluoro-1-methyl-ethyl)-N-[2-[(3R,6R)-6-formyltetrahydropyran-3-yl]-6-methoxy-indazol-5-yl]pyridine-2-carboxamide